(R/S)-1-((3,5-bis(trifluoromethyl)phenyl)amino)-3-((2-methyl-1-(naphthalen-2-yl)propan-2-yl)amino)propan-2-ol FC(C=1C=C(C=C(C1)C(F)(F)F)NC[C@@H](CNC(CC1=CC2=CC=CC=C2C=C1)(C)C)O)(F)F |r|